ClC=1C=C(C(=NC1)OCC1=NC=CC(=N1)O[C@@H]1C[C@@H](N(CC1)CC1=NC2=C(N1C[C@H]1OCC1)C=C(C=C2)C(=O)O)C)F 2-(((2S,4S)-4-((2-(((5-Chloro-3-fluoropyridin-2-yl)oxy)methyl)pyrimidin-4-yl)oxy)-2-methylpiperidin-1-yl)methyl)-1-(((S)-oxetan-2-yl)methyl)-1H-benzo[d]imidazole-6-carboxylic acid